C(CC)[NH+]1CCCCC1 propyl-piperidinium